Diethyl(1-(((2R,3R,4R,5R)-5-(2,4-dioxo-3,4-dihydropyrimidin-1(2H)-yl)-3-hydroxy-4-methoxytetrahydrofuran-2-yl)methyl)-1H-1,2,3-triazol-4-yl)phosphonate C(C)OP(OCC)(=O)C=1N=NN(C1)C[C@H]1O[C@H]([C@@H]([C@@H]1O)OC)N1C(NC(C=C1)=O)=O